FC1(CC1)C1=NSC(=N1)C(=O)N 3-(1-fluorocyclopropyl)-1,2,4-thiadiazole-5-carboxamide